NCC1=C(O[C@@H]2[C@H]([C@H]([C@@H](C2)N2C=CC3=C2N=CN=C3C)O)O)C=CC(=C1Cl)Cl (1S,2S,3S,5R)-3-(2-(aminomethyl)-3,4-dichlorophenoxy)-5-(4-methyl-7H-pyrrolo[2,3-d]pyrimidin-7-yl)cyclopentane-1,2-diol